BrC1=CC=C(C=C1)C1(CCOCC1)N(C1CN(C1)C(=O)OCC1=CC=CC=C1)C Benzyl 3-{[4-(4-bromophenyl)tetrahydro-2H-pyran-4-yl](methyl)amino}azetidine-1-carboxylate